N-(2-(iso-hexoxy)ethyl)-3-(pyrrolidinyl)propan-1-amine C(CCC(C)C)OCCNCCCN1CCCC1